O[C@@H]1C[C@H](N(C1)C([C@H](C(C)C)C1=CC(=NO1)OC)=O)C(=O)NCC1=CC=C(C=C1)C1=C(N=CS1)C (2S,4R)-4-hydroxy-1-[(2R)-2-(3-methoxy-1,2-oxazol-5-yl)-3-methylbutanoyl]-N-{[4-(4-methyl-1,3-thiazol-5-yl)phenyl]methyl}pyrrolidine-2-carboxamide